5-(3-(1H-indol-3-yl)propylamino)-3-methylbenzofuran-2-carboxylic acid N1C=C(C2=CC=CC=C12)CCCNC=1C=CC2=C(C(=C(O2)C(=O)O)C)C1